6-(5-Bromo-2-((trimethylsilyl)ethynyl)phenyl)-6-azaspiro[2.5]octane BrC=1C=CC(=C(C1)N1CCC2(CC2)CC1)C#C[Si](C)(C)C